C1(=CC=CC2=CC=CC=C12)C1=CC=CC2=CC=CC=C12 (-)-1,1'-binaphthyl